tert-Butyl (1R,5S)-3-(2-chloro-7-(8-chloronaphthalen-1-yl)pyrido[2,3-d]pyrimidin-4-yl)-3,8-diazabicyclo[3.2.1]octane-8-carboxylate ClC=1N=C(C2=C(N1)N=C(C=C2)C2=CC=CC1=CC=CC(=C21)Cl)N2C[C@H]1CC[C@@H](C2)N1C(=O)OC(C)(C)C